C(C)C1(CCC(CC1)COC1=C(C=C(C=C1)S(=O)(=O)NC(C1=CC=CC=C1)=O)[N+](=O)[O-])O N-((4-(((1s,4s)-4-ethyl-4-hydroxycyclohexyl)methoxy)-3-nitrophenyl)sulfonyl)benzamide